C(CCCNC(\C=C\C1=CC=CC=C1)=O)NC(\C=C\C1=CC=CC=C1)=O (2E,2'E)-N,N'-(butane-1,4-diyl)bis(3-phenylacrylamide)